3-(6-(8-(4-(4-aminophenyl)piperazin-1-yl)-2-azaspiro[4.5]decan-2-yl)-1-oxoisoindolin-2-yl)piperidine-2,6-dione NC1=CC=C(C=C1)N1CCN(CC1)C1CCC2(CCN(C2)C2=CC=C3CN(C(C3=C2)=O)C2C(NC(CC2)=O)=O)CC1